5-chloro-3-(2-(2,2-difluoroacetamido)ethoxy)thiophene-2-carboxamide ClC1=CC(=C(S1)C(=O)N)OCCNC(C(F)F)=O